CC1=CSC2=C1N=CN=C2N2CC=1C=C(C=NC1CC2)N2C1=C(OCC2)N=CC=C1 1-[6-(7-methylthieno[3,2-d]pyrimidin-4-yl)-7,8-dihydro-5H-1,6-naphthyridin-3-yl]-2,3-dihydropyrido[2,3-b][1,4]oxazine